(S)-(5-(tert-butyl)-1,3,4-oxadiazol-2-yl)(4-(4-(difluoromethoxy)pyrazolo[1,5-a]pyridin-2-yl)-6,7-dihydro-1H-imidazo[4,5-c]pyridin-5(4H)-yl)methanone C(C)(C)(C)C1=NN=C(O1)C(=O)N1[C@@H](C2=C(CC1)NC=N2)C2=NN1C(C(=CC=C1)OC(F)F)=C2